[Pd+2].COC(=O)C1=CC2=C(C(=CO2)C)C=C1 Methyl-3-methylbenzofuran-6-carboxylate Palladium(II)